ClCCCS(N1CCN(CC1)C=1C=NC=C(C1)C(F)(F)F)(=O)=O 4-[(3-chloropropyl)dioxo-λ6-sulfanyl]-1-[5-(trifluoromethyl)pyridin-3-yl]piperazine